C(C)(C)(C)OC(COCCNS(N)(=O)=O)=O 2-(2-(Sulfamylamino)ethoxy)acetic acid tert-butyl ester